C1(CCCCC1)P(CCNCCP(C1CCCCC1)C1CCCCC1)C1CCCCC1 bis(2-(dicyclohexylphosphino)ethyl)amine